O=C1N(C(C2=CC=CC=C12)=O)CCC=1N=C(SC1)NC(OC(C)(C)C)=O tert-butyl N-[4-[2-(1,3-dioxoisoindolin-2-yl)ethyl]thiazol-2-yl]carbamate